FC1=CC(=C(C=C1)C1=NC=C(C=N1)CCN)OC=1C=NN(C1)C(C)C 2-[2-[4-fluoro-2-(1-propan-2-ylpyrazol-4-yl)oxyphenyl]pyrimidin-5-yl]ethanamine